C=CC=CCC=CC 1,3,6-Octatriene